4-(4-(4-((5-bromo-4-((2-(dimethylphosphono)-3,4-dimethylphenyl)amino)pyrimidin-2-yl)amino)-5-methoxy-2-(1-methyl-1H-pyrazol-4-yl)phenyl)piperazin-1-yl)piperidine-1-carboxylate BrC=1C(=NC(=NC1)NC1=CC(=C(C=C1OC)N1CCN(CC1)C1CCN(CC1)C(=O)[O-])C=1C=NN(C1)C)NC1=C(C(=C(C=C1)C)C)P(=O)(OC)OC